4-bromo-6-chloro-5-cyclopropyl-2-(oxan-2-yl)-2H-indazole BrC=1C2=CN(N=C2C=C(C1C1CC1)Cl)C1OCCCC1